2-((4-chlorobenzyl)sulfinyl)benzo[d]oxazole ClC1=CC=C(CS(=O)C=2OC3=C(N2)C=CC=C3)C=C1